C1(=CC=CC=C1)P(C1=CC=C(C=O)C=C1)C1=CC=CC=C1 4-(diphenylphosphino)benzaldehyde